tert-butyl (S)-(3-amino-3-(3-(4-decylphenyl)-1,2,4-oxadiazol-5-yl)propyl)carbamate N[C@@H](CCNC(OC(C)(C)C)=O)C1=NC(=NO1)C1=CC=C(C=C1)CCCCCCCCCC